C(C(=C)C)(=O)OCCC[Si](OCC)(OCC)OCC gamma-(methacryloyloxy)propyl-triethoxysilane